CN(C)N1N=CC2=CC=C(C=C12)F (dimethylamino)-6-fluoro-1H-indazol